[C@@H]1(C[C@H](O)[C@@H](CO)O1)N1N=CC=2C(=O)NC(N)=NC12 7-deaza-8-aza-2'-deoxyguanosine